C(C)C(COC(C=1C(C(=O)OCC(CCCC)CC)=CC=CC1)=O)CCCC DI-(2-ETHYLHEXYL)PHTHALATE